C(C)(C)(C)OC(=O)N(C(OC(C)(C)C)=O)C1=NC=CC(=C1F)CC=1C=NC=C(C1C)NC1=C(C=C(C=C1)Cl)F tert-butyl N-(tert-butoxycarbonyl)-N-[4-({5-[(4-chloro-2-fluorophenyl)amino]-4-methylpyridin-3-yl}methyl)-3-fluoropyridin-2-yl]carbamate